ClC1=C(C=CC(=C1)C(F)(F)F)O 2-Chloro-4-(trifluoromethyl)phenol